C(C)(=O)NC[C@H](NC([C@@H](NC(C1=CC=C(C=C1)C1=NC=CC=C1)=O)CCC1=CC=C(C=C1)O)=O)C(NCC(NC\C=C/C(=O)OC)=O)=O methyl (3S,6S,Z)-6-(acetamidomethyl)-3-(4-hydroxyphenethyl)-1,4,7,10-tetraoxo-1-(4-(pyridin-2-yl)phenyl)-2,5,8,11-tetraazapentadec-13-en-15-oate